FC=1C(=NC=CC1)[C@H](CC)NS(=O)C(C)(C)C |o1:7| N-((S or R)-1-(3-fluoropyridin-2-yl)propyl)-2-methylpropane-2-sulfinamide